N-(2-(1-((5-(2,6-dioxopiperidin-3-yl)pyridin-2-yl)methyl)piperidin-4-yl)-6-(2-hydroxypropane-2-yl)-2H-indazol-5-yl)-6-(trifluoromethyl)nicotinamide O=C1NC(CCC1C=1C=CC(=NC1)CN1CCC(CC1)N1N=C2C=C(C(=CC2=C1)NC(C1=CN=C(C=C1)C(F)(F)F)=O)C(C)(C)O)=O